COC1=CC=C(C(=N1)C1(CC1)NC(OC(C)(C)C)=O)[N+](=O)[O-] tert-Butyl N-[1-(6-methoxy-3-nitropyridin-2-yl)cyclopropyl]carbamate